2-((3,5-dicyano-4-ethyl-6-(4-(propylsulfonyl)piperazin-1-yl)pyridin-2-yl)sulfanyl)-2-phenylacetamide C(#N)C=1C(=NC(=C(C1CC)C#N)N1CCN(CC1)S(=O)(=O)CCC)SC(C(=O)N)C1=CC=CC=C1